(5S,7R)-7-fluoro-5-phenyl-N-[(3S)-7,9-difluoro-2-oxo-1,3,4,5-tetrahydro-1-benzazepin-3-yl]-6,7-dihydro-5H-pyrrolo[1,2-b][1,2,4]triazole-2-carboxamide F[C@@H]1C[C@H](N2N=C(N=C21)C(=O)N[C@@H]2C(NC1=C(CC2)C=C(C=C1F)F)=O)C1=CC=CC=C1